3-[4-[3-[2-(tert-butoxycarbonylamino)ethoxy]propanoylsulfanyl]phenyl]propanoic acid C(C)(C)(C)OC(=O)NCCOCCC(=O)SC1=CC=C(C=C1)CCC(=O)O